C(C)(C)(C)OC(CN(C1=C(C(=CC=C1)C(=C)C)[N+](=O)[O-])C(=O)OC(C)(C)C)=O (tert-Butoxycarbonyl)-N-(2-nitro-3-(prop-1-en-2-yl)phenyl)glycine tert-butyl ester